Ethyl 5-chloro-1-(2,5-difluorobenzyl)-4-(2-oxoethyl)-1H-pyrazole-3-carboxylate ClC1=C(C(=NN1CC1=C(C=CC(=C1)F)F)C(=O)OCC)CC=O